C(C)(=O)N[C@H](CCCCN)C(=O)O Acetyl-D-lysine